2-(4-fluorophenyl)-3-(1H-pyrazolo[3,4-b]pyridin-4-yl)-6,7-dihydro-4H-pyrazolo[5,1-c][1,4]oxazine FC1=CC=C(C=C1)C1=NN2C(COCC2)=C1C1=C2C(=NC=C1)NN=C2